1-methyl-7-[4-[3-(4-methyl-3-oxo-piperazin-1-yl)propoxy]phenoxy]indazole-5-carboxamide CN1N=CC2=CC(=CC(=C12)OC1=CC=C(C=C1)OCCCN1CC(N(CC1)C)=O)C(=O)N